C1(CC1)S(=O)(=O)C=1C=CC(=C(C1)C1=CC(=NC(=C1)C)C)F 4-(5-(cyclopropylsulfonyl)-2-fluorophenyl)-2,6-lutidine